BrC1=C(C=C2C(=C(C(=NC2=C1F)SC)C=O)NC1[C@H]2CN([C@@H]1C2)C(=O)OC(C)(C)C)I tert-butyl (1R,4R)-5-((7-bromo-8-fluoro-3-formyl-6-iodo-2-(methylthio)quinolin-4-yl)amino)-2-azabicyclo[2.1.1]hexane-2-carboxylate